3-[3-(2-Chloro-6-methyl-4-pyridyl)-5-(8-oxa-3-azabicyclo[3.2.1]octan-3-yl)pyrazolo[1,5-a]pyrimidin-2-yl]benzonitrile ClC1=NC(=CC(=C1)C=1C(=NN2C1N=C(C=C2)N2CC1CCC(C2)O1)C=1C=C(C#N)C=CC1)C